(5-(difluoromethyl)-1,3,4-thiadiazol-2-yl)bromonium ethyl-2-(3,4-dichlorophenyl)-1-ethyl-4-oxo-6-[[5-(trifluoromethyl)imidazol-1-yl]methyl]pyridine-3-carboxylate C(C)OC(=O)C1=C(N(C(=CC1=O)CN1C=NC=C1C(F)(F)F)CC)C1=CC(=C(C=C1)Cl)Cl.FC(C1=NN=C(S1)[BrH+])F